tert-butyl N-[4-bromo-2-fluoro-5-(2-methoxyphenoxy)phenyl]carbamate BrC1=CC(=C(C=C1OC1=C(C=CC=C1)OC)NC(OC(C)(C)C)=O)F